3-(3-(2-(3-methylisoxazol-5-yl)acetamido)-1H-1,2,4-triazol-1-yl)cyclopentyl (1-methylcyclopropyl)carbamate CC1(CC1)NC(OC1CC(CC1)N1N=C(N=C1)NC(CC1=CC(=NO1)C)=O)=O